N4-cycloheptyl-N2-(3,5-dichlorophenyl)quinazoline-2,4-diamine C1(CCCCCC1)NC1=NC(=NC2=CC=CC=C12)NC1=CC(=CC(=C1)Cl)Cl